[C+4].C(\C=C\C)(=O)[O-].C(\C=C\C)(=O)[O-].C(\C=C\C)(=O)[O-].C(\C=C\C)(=O)[O-] crotonate carbon